di(cyclohexylmethyl)dimethyl-ammonium hydroxide [OH-].C1(CCCCC1)C[N+](C)(C)CC1CCCCC1